14H-14λ4-dibenzo[a,j]phenoxathiine-14-one C1=CC=CC=2C=CC=3OC=4C=CC5=C(C4S(C3C21)=O)C=CC=C5